P(=O)(OCC[N+](CCOCCNC(=O)OCC#C)(C)C)(O)[O-] 2-[Dimethyl-[2-[2-(prop-2-ynoxycarbonylamino)ethoxy]ethyl]ammonio]ethyl hydrogen phosphate